Br.BrCCCN1CCOCC1 4-(3-bromopropyl)morpholine HBr salt